[SH4]=O lambda6-sulfanone